C(CCCCCC(=O)OCCC#CCCCC)(=O)OCC(COC(CCC(OCCCC\C=C/CC)OCCCC\C=C/CC)=O)COC(=O)OCC1CN(CCC1)CC 1-(3-((4,4-bis(((Z)-oct-5-en-1-yl)oxy)butanoyl)oxy)-2-(((((1-ethylpiperidin-3-yl)methoxy)carbonyl)oxy)methyl)propyl) 7-(oct-3-yn-1-yl) heptanedioate